CC1=CC=C(C=C1)NC(=O)NC2=NN=C(S2)SC3=NC=NC4=C3C=CC(=C4)OCCCN5CCOCC5 1-(5-((7-(3-morpholinopropoxy)quinazolin-4-yl)thio)-1,3,4-thiadiazol-2-yl)-3-(p-tolyl)urea